CC12CCC(CC2O1)C(=C)C 1-methyl-4-(prop-1-en-2-yl)-7-oxabicyclo[4.1.0]heptane